ClC1=C(C(=O)OC)C=C(C=N1)Cl methyl 2,5-dichloronicotinate